COC(=O)C1=CN=NC(=C1)NC(=O)OC(C)(C)C 6-((tert-butyloxycarbonyl)amino)pyridazine-4-carboxylic acid methyl ester